C1(CC1)C(C)N1N=C(C=C1)B1OC(C(O1)(C)C)(C)C 1-(1-cyclopropylethyl)-3-(4,4,5,5-tetramethyl-1,3,2-dioxaborolan-2-yl)pyrazole